C(C(=O)O)(=O)O.C1(NC(CC2N1CCC2)=O)=O tetrahydro-pyrrolo[1,2-c]pyrimidine-1,3-dione oxalate